ClN1C(=C(C2=CC(=CC=C12)OC1CC1)N1C=NC=C1)C1=NN=C(N1)C(F)(F)F chloro-5-cyclopropoxy-3-(1H-imidazol-1-yl)-2-(5-(trifluoromethyl)-4H-1,2,4-triazol-3-yl)-1H-indole